FC(C=1N=NSC1C(=O)Cl)F 4-difluoromethyl-1,2,3-thiadiazole-5-carbonyl chloride